CS(=O)(=O)C1=CC=C(COC2=CC=C(C=C2)C=2N=CN(C2)C(=O)NCC2CN(C2)C2=CC=CC=C2)C=C1 4-(4-((4-(methylsulfonyl)benzyl)oxy)phenyl)-N-((1-phenylazetidin-3-yl)methyl)-1H-imidazole-1-carboxamide